methylimidazolium bromate Br(=O)(=O)[O-].CC=1NC=C[NH+]1